N-[4-(6-fluoro-3,4-dihydro-1H-isoquinolin-2-yl)-2,6-dimethyl-phenyl]carbamate FC=1C=C2CCN(CC2=CC1)C1=CC(=C(C(=C1)C)NC([O-])=O)C